FC1=CC2=C(C=CS2)C(=C1)N1CCN(CC1)CCC1=CC=C2CCC(N(C2=C1)COC(=O)N1CCCCC1)=O (7-(2-(4-(6-fluorobenzothiophen-4-yl)piperazin-1-yl)ethyl)-2-oxo-3,4-dihydroquinoline-1(2H)-yl)methylpiperidine-1-carboxylate